C(=O)C1=CC=2C=3C(COC2C=C1N1C[C@H](CC1)C(=O)OC)=CSC3 (S)-methyl 1-(8-formyl-4H-thieno[3,4-c]chromen-7-yl)pyrrolidine-3-carboxylate